BrC=1N(N2C(=NC(=CC2=O)CN(C(OC(C)(C)C)=O)C[C@H]2NC(CC2)=O)C1)C (S)-tert-Butyl ((2-bromo-1-methyl-7-oxo-1,7-dihydropyrazolo[1,5-a]pyrimidin-5-yl)methyl)((5-oxopyrrolidin-2-yl)methyl)carbamate